COC=1C=C(C=CC1[N+](=O)[O-])C=CCO 3-(3-methoxy-4-nitrophenyl)prop-2-en-1-ol